N-{(2S,3R)-1-(Bicyclo[1.1.1]-pentan-1-carbonyl)-4,4-difluoro-2-[(2,3',5'-trifluoro[1,1'-biphenyl]-3-yl)methyl]-pyrrolidin-3-yl}methansulfonamid C12(CC(C1)C2)C(=O)N2[C@H]([C@H](C(C2)(F)F)NS(=O)(=O)C)CC=2C(=C(C=CC2)C2=CC(=CC(=C2)F)F)F